10-methoxy-2-oxo-2H-[1,3]oxazino[5,4-c]quinoline COC=1C=2C=3C(C=NC2C=CC1)=COC(N3)=O